4-(Benzylthio)-2-(difluoromethyl)-2H-1,2,3-triazole C(C1=CC=CC=C1)SC1=NN(N=C1)C(F)F